3-(2-(2-(((S)-2-(4-chlorophenyl)-3-(4-((5R,7R)-7-hydroxy-5-methyl-6,7-dihydro-5H-cyclopenta[d]pyrimidin-4-yl)piperazin-1-yl)-3-oxopropyl)amino)ethoxy)ethoxy)propanoic acid ClC1=CC=C(C=C1)[C@@H](CNCCOCCOCCC(=O)O)C(=O)N1CCN(CC1)C=1C2=C(N=CN1)[C@@H](C[C@H]2C)O